(3,3-difluorocyclobutyl)methyl (3-(3,3-difluorocyclobutyl)-4-isopropyl-1-methyl-1H-pyrazol-5-yl)carbamate FC1(CC(C1)C1=NN(C(=C1C(C)C)NC(OCC1CC(C1)(F)F)=O)C)F